BrC1=CC=C(C(=C1N)CC1=C(C=CC=C1)Cl)F 6-bromo-2-(2-chlorobenzyl)-3-fluoroaniline